BrC1=CC(=C(C=C1)[C@H](C[C@H](CC(=O)OC)O)N[S@](=O)C(C)(C)C)OC methyl (3R,5S)-5-(4-bromo-2-methoxyphenyl)-5-(((R)-tert-butylsulfinyl)amino)-3-hydroxypentanoate